ClC1=CC=CC=2C=C(N(S(C21)(O)O)C=2C=NC=C(C2)F)[C@H](C)N2C(C1=CC=CC=C1C2=O)=O (S)-2-(1-(8-chloro-2-(5-fluoropyridin-3-yl)-1,1-dihydroxy-2H-benzo[e][1,2]thiazin-3-yl)ethyl)isoindoline-1,3-dione